OC1=C2C([C@@H]([C@H](OC2=CC(=C1)O)C1=CC(=C(C(=C1)O)O)O)OP(=O)(OCNC)[O-])=O.CC1=C(C(=[Si-]C=C1)C)C.CC1=C(C(=[Si-]C=C1)C)C.[Na+] sodium bistrimethylsilainide (2R,3R)-5,7-dihydroxy-4-oxo-2-(3,4,5-trihydroxyphenyl)chroman-3-yl-((methylamino)methyl)hydrogenphosphate